2-((tert-butoxycarbonyl)amino)-5-morpholino-5-oxopentanoate C(C)(C)(C)OC(=O)NC(C(=O)[O-])CCC(=O)N1CCOCC1